C[C@H]1N([C@@H](CC[C@H]1C)C1=CC=CC=C1)C(C(=O)NC=1C=NC=C(C1)C)=O [(2R,3R,6s)-2,3-dimethyl-6-phenyl-1-piperidyl]-N-(5-methyl-3-pyridyl)-2-oxo-acetamide